[Na+].[Na+].OCNCC(=O)[O-].[Na+].OCNCC(=O)[O-].OCNCC(=O)[O-] sodium hydroxymethylglycinate, disodium salt